C(C)N1C2=C([C@@H]([C@@H](C1=O)NC(C1=CC(=CC=C1)C(F)(F)F)=O)C1=CC=C(C=C1)F)C(=NN2C2=CC=CC=C2)CO N-((4S,5S)-7-ethyl-4-(4-fluorophenyl)-3-(hydroxymethyl)-6-oxo-1-phenyl-4,5,6,7-tetrahydro-1H-pyrazolo[3,4-b]pyridine-5-yl)-3-(trifluoromethyl)benzamide